methyl 3,4-dichloro-5-methoxybenzoate ClC=1C=C(C(=O)OC)C=C(C1Cl)OC